(E)-2-(4-iodo-5-methoxy-2-nitrophenyl)-N,N-dimethylethen-1-amine IC1=CC(=C(C=C1OC)/C=C/N(C)C)[N+](=O)[O-]